C(=O)(OCC1=CC=CC=C1)N1[C@@H](C[C@H](C1)O)C=C (2S,4R)-N-Cbz-2-vinyl-4-hydroxypyrrolidine